3-aminopent-4-ynoic acid trifluoroacetic acid salt FC(C(=O)O)(F)F.NC(CC(=O)O)C#C